1-[4-(difluoromethoxy)phenyl]-N-{4-methyl-8-azabicyclo[3.2.1]octan-2-yl}cyclopropane-1-carboxamide FC(OC1=CC=C(C=C1)C1(CC1)C(=O)NC1C2CCC(C(C1)C)N2)F